C(\C=C\C)N1C(C2=C(C(=C1)C1=CC3=C(NC(CC(N3)C)=O)C=C1)C=CN2)=O 7-[6-[(E)-but-2-enyl]-7-oxo-1H-pyrrolo[2,3-c]Pyridin-4-yl]-4-methyl-1,3,4,5-tetrahydro-1,5-benzodiazepine-2-one